(+)-methanesulfonic acid CS(=O)(=O)O